C1(=CC=CC=C1)[S@](=O)CC (R)-phenylethyl sulfoxide